Cl.[C@H]12CC(C[C@H](CC1)N2)N(C=2SC=1N=C(SC1N2)C=2C=CC(=C1C=CNC21)C=2C=NNC2)C N-[(1R,3s,5S)-8-azabicyclo[3.2.1]octan-3-yl]-N-methyl-5-[4-(1H-pyrazol-4-yl)-1H-indol-7-yl][1,3]thiazolo[5,4-d][1,3]thiazol-2-amine hydrochloride